N-((6-(4-((S)-1-(2,3-dihydrobenzofuran-6-yl)ethyl)piperazin-1-yl)pyridin-3-yl)(methyl)(oxo)-λ6-sulfanylidene)-2,2,2-trifluoroacetamide O1CCC2=C1C=C(C=C2)[C@H](C)N2CCN(CC2)C2=CC=C(C=N2)S(=NC(C(F)(F)F)=O)(=O)C